COC1=C(C=C(C=C1)OC1=CC=C(C=C1)C(F)(F)F)NC(=O)[C@H]1NCCC1 (S)-N-(2-Methoxy-5-(4-(trifluoromethyl)phenoxy)phenyl)pyrrolidine-2-carboxamide